methyl N-[(R)-{[(1R,3S)-3-{[6-methyl-2-(trifluoromethyl)quinolin-4-yl]amino}cyclohexyl]carbamoyl}(phenyl)methyl]carbamate CC=1C=C2C(=CC(=NC2=CC1)C(F)(F)F)N[C@@H]1C[C@@H](CCC1)NC(=O)[C@H](NC(OC)=O)C1=CC=CC=C1